stearic acid, anhydride C(CCCCCCCCCCCCCCCCC)(=O)OC(CCCCCCCCCCCCCCCCC)=O